N-(2,4-difluoro-3-(5-(pyrimidin-5-yl)-1H-pyrrolo[2,3-b]pyridine-3-carbonyl)phenyl)propane-1-sulfonamide FC1=C(C=CC(=C1C(=O)C1=CNC2=NC=C(C=C21)C=2C=NC=NC2)F)NS(=O)(=O)CCC